COCOC1=CC(=C(C(=C1)B1OC(C(O1)(C)C)(C)C)/C=C/COC1CN(CCCC1)C(=O)OC(C)(C)C)C tert-butyl 3-{[(2E)-3-[4-(methoxymethoxy)-2-methyl-6-(4,4,5,5-tetramethyl-1,3,2-dioxaborolan-2-yl)phenyl]prop-2-en-1-yl]oxy}azepane-1-carboxylate